4-fluoro-8-isocyanato-1-methyl-1,2,3,5,6,7-hexahydro-s-indacene FC1=C2CCC(C2=C(C=2CCCC12)N=C=O)C